4-((tert-butoxycarbonyl)amino)-1-fluorocyclohexane-1-carboxylic acid C(C)(C)(C)OC(=O)NC1CCC(CC1)(C(=O)O)F